C(O)(O)=O.NC(=N)NNC(=N)N biguanidine carbonate